BrC1=CC=C2C(OC(C2=C1)=O)(C(F)(F)F)O 6-bromo-3-hydroxy-3-trifluoromethyl-isobenzofuran-1(3H)-one